5-[11-(3-hydroxypropyl)-8-methyl-13-phenyl-2,5,12-trioxa-8-azatridecan-1-yl]-2,3-dimethoxyphenol OCCCC(CCN(CCOCCOCC=1C=C(C(=C(C1)O)OC)OC)C)OCC1=CC=CC=C1